C1(=CC=CC=C1)C1N(C(OC1([2H])[2H])=O)C(C=CC1=C(C=CC=C1)OC(F)(F)F)=O 4-phenyl-3-(3-(2-trifluoromethoxyphenyl)acryloyl)oxazolidine-2-one-5,5-d2